C(C)(C)(C)OC(=O)N1CCC(CC1)SCC1=NC2=CC(=C(C(=C2C(N1)=O)F)F)NC1CCCC1 4-(((7-(cyclopentylamino)-5,6-difluoro-4-oxo-3,4-dihydroquinazolin-2-yl)methyl)thio)piperidine-1-carboxylic acid tert-butyl ester